Methyl (2S,7aR)-2-(prop-2-yn-1-yloxy)tetrahydro-1H-pyrrolizine-7a(5H)-carboxylate C(C#C)O[C@H]1C[C@]2(CCCN2C1)C(=O)OC